oxolan-2-yl-methyl methacrylate (tetrahydrofurfuryl methacrylate) C(C1CCCO1)C=C(C(=O)O)C.C(C(=C)C)(=O)OCC1OCCC1